BrC=1C=C(C(=O)N(C)C)C=C(N1)Br 2,6-dibromo-N,N-dimethylisonicotinamide